5-(methylthio)-2-(tributylstannyl)pyridine CSC=1C=CC(=NC1)[Sn](CCCC)(CCCC)CCCC